Glycidoxypropyltri-ethoxysilane C(C1CO1)OCCC[Si](OCC)(OCC)OCC